5-[6-(4-methoxy-phenyl)-pyrazolo[1,5-a]pyrimidin-3-yl]quinoline COC1=CC=C(C=C1)C=1C=NC=2N(C1)N=CC2C2=C1C=CC=NC1=CC=C2